C(=O)(O)[C@H](CC1=CC=C(C=C1)OCCOCCOCCOCC)N1CCNCCNCCNCC1 10-[(1S)-1-carboxy-2-(4-{2-[2-(2-ethoxyethoxy)ethoxy]ethoxy}phenyl)ethyl]-1,4,7,10-tetraazacyclododecane